2-(4,4-difluoroazepan-1-yl)-6,7-difluoro-N-(2-sulfamoylpyridine-4-yl)quinoline-3-carboxamide FC1(CCN(CCC1)C1=NC2=CC(=C(C=C2C=C1C(=O)NC1=CC(=NC=C1)S(N)(=O)=O)F)F)F